palladium (0) tetrakis(triphenylphosphine) C1(=CC=CC=C1)P(C1=CC=CC=C1)C1=CC=CC=C1.C1(=CC=CC=C1)P(C1=CC=CC=C1)C1=CC=CC=C1.C1(=CC=CC=C1)P(C1=CC=CC=C1)C1=CC=CC=C1.C1(=CC=CC=C1)P(C1=CC=CC=C1)C1=CC=CC=C1.[Pd]